(2R,5S)-N-(7-chloro-6-(1-((3R,4R)-4-hydroxy-3-methyltetrahydrofuran-3-yl)piperidin-4-yl)isoquinolin-3-yl)-6-(trifluoromethyl)tetrahydro-2H-pyran-3-carboxamide ClC1=C(C=C2C=C(N=CC2=C1)NC(=O)C1COC(CC1)C(F)(F)F)C1CCN(CC1)[C@@]1(COC[C@@H]1O)C